6-(4-Fluorophenyl)-5-(((1-methyl-1H-pyrazol-3-yl)oxy)methyl)isoindolin-1-one FC1=CC=C(C=C1)C1=C(C=C2CNC(C2=C1)=O)COC1=NN(C=C1)C